C1(=CC=CC=C1)P(C1=C(SC=C1P(C1=CC=CC=C1)C1=CC=CC=C1)CC)C1=CC=CC=C1 3,4-bis(diphenylphosphino)-2-ethylthiophene